tert-butyl (R)-((5-amino-2-fluorophenyl)(methyl)(oxo)-λ6-sulfaneylidene)carbamate NC=1C=CC(=C(C1)[S@](=O)(C)=NC(OC(C)(C)C)=O)F